tert-Butyl (9-((3aR,4R,6R,6aR)-2,2-dimethyl-6-((methyl(sulfamoyl)amino)methyl)-tetra-hydrofuro[3,4-d][1,3]dioxol-4-yl)-9H-purin-6-yl)carbamate CC1(O[C@@H]2[C@H](O1)[C@H](O[C@H]2N2C1=NC=NC(=C1N=C2)NC(OC(C)(C)C)=O)CN(S(N)(=O)=O)C)C